CC1C(C)O1 cis-2,3-butylene oxide